COC1=C(C=CC(=C1)OC)C(C1=CC=C(OCC(=O)N)C=C1)NC(=O)OCC1C2=CC=CC=C2C2=CC=CC=C12 4-[(2,4-Dimethoxyphenyl)(Fmoc-amino)methyl]Phenoxyacetamide